4-(4-(bicyclo[2.2.1]heptan-1-yl)phenyl)-6-chloro-2-phenylpyrimidine C12(CCC(CC1)C2)C2=CC=C(C=C2)C2=NC(=NC(=C2)Cl)C2=CC=CC=C2